P(O)(O)(O)=O (S)-phosphoric acid